4-(2-(2-fluorophenyl)pyridin-4-yl)-N6-(2-Methoxy-5-(1-methyl-1H-pyrazol-4-yl)-4-morpholinophenyl)pyrimidine-4,6-diamine FC1=C(C=CC=C1)C1=NC=CC(=C1)C1(NC=NC(=C1)NC1=C(C=C(C(=C1)C=1C=NN(C1)C)N1CCOCC1)OC)N